[I-].C[N+](CC)(C)C N,N,N-trimethylethanaminium iodide